9,9'-(4,6-bis(2,6-diphenylpyridin-4-yl)-2-(3-phenyl-9H-carbazol-9-yl)-1,3-phenylene)bis(3,6-dimethyl-9H-carbazole) C1(=CC=CC=C1)C1=NC(=CC(=C1)C1=C(C(=C(C(=C1)C1=CC(=NC(=C1)C1=CC=CC=C1)C1=CC=CC=C1)N1C2=CC=C(C=C2C=2C=C(C=CC12)C)C)N1C2=CC=CC=C2C=2C=C(C=CC12)C1=CC=CC=C1)N1C2=CC=C(C=C2C=2C=C(C=CC12)C)C)C1=CC=CC=C1